6-chloro-2-fluoro-5-methoxy-pyridin-3-amine ClC1=C(C=C(C(=N1)F)N)OC